(4-bromophenyl)-hydrazine BrC1=CC=C(C=C1)NN